tert-butyl 5-amino-2-(7-bromo-2-methylquinolin-3-yl)-5-oxopentanoate NC(CCC(C(=O)OC(C)(C)C)C=1C(=NC2=CC(=CC=C2C1)Br)C)=O